ClC1=NC=C(C(=C1C(=O)OC)F)Cl Methyl 2,5-dichloro-4-fluoropyridine-3-carboxylate